C[Si](ON=C(CC)C)(ON=C(CC)C)ON=C(CC)C methyl-tris[[(1-methylpropylidene)amino]oxy]silane